ClC1=C(C=CC=C1)[C@H]1CC[C@H](N1CC1=CN=C(C=C1)C1=CC=C(C=C1)OC)C(=O)O (2S,5R)-5-(2-chlorophenyl)-1-(6-(4-methoxyphenyl)nicotinyl)pyrrolidine-2-carboxylic acid